OCCN1CC(CC1=O)NC(=O)C1=C(OC2=C1C=C(C=C2)OCC2=C(N=CS2)C)C N-(1-(2-hydroxyethyl)-5-oxopyrrolidin-3-yl)-2-methyl-5-((4-methylthiazol-5-yl)methoxy)-benzofuran-3-carboxamide